C(C=C)(=O)OCC(COC(C=C)=O)(COCC(COC(C=C)=O)(CO)CO)CO DiPentaerythritol triacrylate